3-(7-amino-4-methyl-3-oxo-3,4-dihydro-2H-benzo[b][1,4]oxazin-2-yl)-N-methylpropanamide NC=1C=CC2=C(OC(C(N2C)=O)CCC(=O)NC)C1